C(C)(C)(C)OC(=O)N1C(=CC=C1)C=O (S)-2-formylpyrrole-1-carboxylic acid tert-butyl ester